FC(C(=O)C1=CC=C(C=C1)F)(C)F 2,2-difluoro-1-(4-fluorophenyl)propan-1-one